diethylene glycol monoethyl-adipate C(C)C(C(=O)O)CCCC(=O)O.C(COCCO)O